2-(6-(2,5-dihydro-1H-pyrrol-1-yl)pyridin-2-yl)-4-(2-fluoro-6-methoxyphenyl)-2,3-dihydro-1H-pyrrolo[3,4-c]pyridin-1-one N1(CC=CC1)C1=CC=CC(=N1)N1CC=2C(=NC=CC2C1=O)C1=C(C=CC=C1OC)F